2-[1-[2-(3,4-dihydro-1H-isoquinolin-2-yl)-3,6-dimethyl-4-oxoquinazolin-8-yl]ethyl-amino]benzoic acid C1N(CCC2=CC=CC=C12)C1=NC2=C(C=C(C=C2C(N1C)=O)C)C(C)NC1=C(C(=O)O)C=CC=C1